COC[C@@H](C)OC=1C=C(C=CC1)[C@H](CC(=O)O)CN1C[C@@H](CC1)CCC1=NC=2NCCCC2C=C1 (S)-3-(3-(((R)-1-methoxypropan-2-yl)oxy)phenyl)-4-((R)-3-(2-(5,6,7,8-tetrahydro-1,8-naphthyridin-2-yl)ethyl)pyrrolidin-1-yl)butanoic acid